C(C)(C)(C)OC(=O)NC=1SC2=C(N1)C(=C(C=C2F)F)C2=C(C=C1C3=C(C=NC1=C2F)N=C2N3CCN(C2)C(=O)OC(C)(C)C)Cl tert-butyl 3-(2-((tert-butoxycarbonyl)amino)-5,7-difluorobenzo[d]thiazol-4-yl)-2-chloro-4-fluoro-10,11-dihydropyrazino[1',2':1,2]imidazo[4,5-c]quinoline-9(8H)-carboxylate